CN1C[C@@H](CC1)O R-1-METHYL-PYRROLIDIN-3-OL